2-cyano-5-dimethylamino-2,4-pentadieneamide C(#N)C(C(=O)N)=CC=CN(C)C